1-isocyanon-butane [N+](#[C-])CCCC